isobutyric acid 3-(2-(isopropyl (methyl) amino) ethyl)-1H-indol-5-yl ester C(C)(C)N(CCC1=CNC2=CC=C(C=C12)OC(C(C)C)=O)C